C1(CC1)C1=CC(=NN1C1=CC=C(C=C1)CN1C2=NC(=NC=C2N(C1=O)C)C=1C(=NC=NC1OC)C1CC1)C(F)(F)F 9-({4-[5-cyclopropyl-3-(trifluoromethyl)pyrazol-1-yl]phenyl}methyl)-2-(4-cyclopropyl-6-methoxypyrimidin-5-yl)-7-methylpurin-8-one